O[C@@H]1[C@H]([C@@H](O[C@@H]([C@@H]1O)CO)OC)NS(=O)(=O)C1=CC=C(C=C1)C N-((2R,3R,4R,5R,6R)-4,5-dihydroxy-6-(hydroxymethyl)-2-methoxytetrahydro-2H-pyran-3-yl)-4-methyl-benzenesulfonamide